C1(=CC=CC=C1)N1C(=NC2=CC=CC=C2C1=O)C1=CC=CC=C1 diphenyl-4[3H]quinazolinone